nickel dithiolane S1SCCC1.[Ni]